FC(OC1=C(C=CC(=C1)N1CCN(CC1)C)NC1=NC=C(C(=N1)NC1=C(SC=C1)C(=O)N)C)F 3-((2-((2-(difluoromethoxy)-4-(4-methylpiperazin-1-yl)phenyl)amino)-5-methylpyrimidin-4-yl)amino)thiophene-2-carboxamide